C(C)(C)(C)OC(=O)N1C2CN(CC1CC2)C2=C(C=C(C=C2)N)F 3-(2-fluoro-4-aminophenyl)-3,8-diazabicyclo[3.2.1]octane-8-carboxylic acid tert-butyl ester